C(C)C=1C(=NC=C(C1)C#CC1=C(C=CC=C1)NS(=O)(=O)C=1C(=CC=C2C=CC=NC12)CC)C(=O)OC methyl 3-ethyl-5-[2-[2-(7-ethylquinoline-8-sulfonamido)phenyl]ethynyl]pyridine-2-carboxylate